C1(=CC(=CC=C1)C1=NC(=NC(=N1)C1=CC=CC=C1)C1=CC=C(C=N1)C1=CC=2C3(C4=CC(=CC=C4C2C=C1)C#N)CCCCC3)C3=CC=CC=C3 2'-(6-(4-([1,1'-biphenyl]-3-yl)-6-phenyl-1,3,5-triazin-2-yl)pyridin-3-yl)spiro[cyclohexane-1,9'-fluorene]-7'-carbonitrile